C1[C@H]2[C@@H]([C@@H](S1)CCCCC(=O)O)NC(=O)N2 β-Biotin